1-di-sec-butylphosphorylpentane C(C)(CC)P(=O)(C(C)CC)CCCCC